BrC1=C(C(=C(C(=C1F)F)F)Br)F 1,3-Dibromotetrafluorobenzene